CC=1C=C(C=NC1S(=O)(=O)C)C1=CC(=NC2=C(N=CC=C12)C1=CC=NN1)N1CCOCC1 4-[5-methyl-6-(methylsulfonyl)pyridin-3-yl]-2-(morpholin-4-yl)-8-(1H-pyrazol-5-yl)-1,7-naphthyridine